(3S)-3-[(1R)-1-(4-bromophenyl)ethyl]-3-methylpyrrolidine-2,5-dione BrC1=CC=C(C=C1)[C@@H](C)[C@]1(C(NC(C1)=O)=O)C